C(=C)OCC1(COC1)CC 3-(vinyloxymethyl)-3-ethyloxetan